{6-[(2-decyl-1-oxododecyl) oxy] hexyl}-6-[3-(dimethylamino) propyl]-2-methyl-7-oxo-2,6-diaza-8-oxapentadecan-15-yl 2-decyldodecanoate C(CCCCCCCCC)C(C(=O)OC(CCCCCCOC(N(CCCN(C)C)CCCN(C)C)=O)CCCCCCOC(C(CCCCCCCCCC)CCCCCCCCCC)=O)CCCCCCCCCC